N-(3,7,11-trimethyldodecyl)-2,2,2-trifluoroethylammonium tetrakis(pentafluorophenyl)borate FC1=C(C(=C(C(=C1[B-](C1=C(C(=C(C(=C1F)F)F)F)F)(C1=C(C(=C(C(=C1F)F)F)F)F)C1=C(C(=C(C(=C1F)F)F)F)F)F)F)F)F.CC(CC[NH2+]CC(F)(F)F)CCCC(CCCC(C)C)C